1,1-bis(4-hydroxy-3-isopropylphenyl)cyclohexane OC1=C(C=C(C=C1)C1(CCCCC1)C1=CC(=C(C=C1)O)C(C)C)C(C)C